triethyl-cyclohexyl-ammonium tert-butyl-4,5-dimethyl-7,8-dihydro-1,6-naphthyridine-6(5H)-carboxylate C(C)(C)(C)OC(=O)N1C(C=2C(=CC=NC2CC1)C)C.C(C)[N+](C1CCCCC1)(CC)CC